Cl.C1NCC12CCN(CC2)CC2CCN(CC2)C=2C=NN(C2)C2(CCC2)C(=O)NC2=C(C=C(C=C2)C(F)(F)F)Cl 1-(4-(4-((2,7-diazaspiro[3.5]nonan-7-yl)methyl)piperidin-1-yl)-1H-pyrazol-1-yl)-N-(2-chloro-4-(trifluoromethyl)phenyl)cyclobutane-1-carboxamide hydrochloride